C1=C(C(=CC2=CC3=CC(=C(C=C3C=C12)C(=O)O)C(=O)O)C(O)=N)C(O)=N anthracene-2,3,6,7-tetracarboxylic acid diimide